C(C)(=O)NC1=CC=C(C=C1)[C@H]1N(C[C@@H](CC1)C)C(C(=O)NC=1C=NC(=C(C1)C)N)=O 2-[(2S,5R)-2-(4-acetamidophenyl)-5-methyl-1-piperidyl]-N-(6-amino-5-methyl-3-pyridyl)-2-oxo-acetamide